3-(4-fluoro-2-methyl-phenoxy)-5-methyl-6-(trifluoromethyl)pyridazine-4-carboxylic acid methyl ester COC(=O)C1=C(N=NC(=C1C)C(F)(F)F)OC1=C(C=C(C=C1)F)C